[Al].BrC1=NN(C(=C1)C)C1=CC=C(C=C1)OC(F)(F)F 3-bromo-5-methyl-1-[4-(trifluoromethoxy)phenyl]pyrazole aluminum